pentapiperidine methyl-sulfate COS(=O)(=O)O.N1CCCCC1.N1CCCCC1.N1CCCCC1.N1CCCCC1.N1CCCCC1